3,5-difluoro-4-hydroxybenzoamide FC=1C=C(C(=O)N)C=C(C1O)F